2-[(4-tert-butyl-2-fluoro-5-methoxy-phenyl)methyl]-N-[1-(trifluoromethyl)cyclopropyl]-1,3-benzoxazole-5-carboxamide C(C)(C)(C)C1=CC(=C(C=C1OC)CC=1OC2=C(N1)C=C(C=C2)C(=O)NC2(CC2)C(F)(F)F)F